[2-chloro-3-(3-fluoro-1H-pyrazol-4-yl)phenyl]-[rac-(3R,9aS)-3-(3-chloro-4-fluoro-phenyl)-3,4,6,7,9,9a-hexahydro-1H-pyrazino[2,1-c][1,4]oxazin-8-yl]methanone ClC1=C(C=CC=C1C=1C(=NNC1)F)C(=O)N1C[C@H]2CO[C@@H](CN2CC1)C1=CC(=C(C=C1)F)Cl |r|